3,3-bis-bromomethyloxetane BrCC1(COC1)CBr